2-(4-(((3S,5R)-3,5-Dimethylpiperidin-1-yl)methyl)-6-(trifluoromethyl)pyridin-2-yl)-6-((R)-1-(4-methyl-4H-1,2,4-triazol-3-yl)propan-2-yl)isoindolin-1-one C[C@@H]1CN(C[C@@H](C1)C)CC1=CC(=NC(=C1)C(F)(F)F)N1C(C2=CC(=CC=C2C1)[C@@H](CC1=NN=CN1C)C)=O